[Ru+2].ClC=1C(=C(C=CC1)C=1C(=NC=CC1C1=CC=CC=C1)C1=NC=CC=C1)Cl cis-dichlorodiphenyl-(2,2'-bipyridine) ruthenium (II)